COC=1C=CC2=C(N=C(S2)C=2C=C(C=NC2)CNS(=O)(=O)C)C1 N-{[5-(5-methoxy-1,3-benzothiazol-2-yl)pyridin-3-yl]methyl}methanesulfonamide